C1(=CC=CC=C1)CC(=O)OOC1=CC(=NC2=CC(=C(C=C12)OC)OCC1=CC=CC=C1)C methyl-((6-methoxy-7-benzyloxyquinolin-4-yl) oxy) phenylacetate